3-bromo-1-(3-chloro-2-pyridyl)-1H-pyrazole BrC1=NN(C=C1)C1=NC=CC=C1Cl